[1,4]Thiazepane S1CCNCCC1